4-((4-(Ethylamino)-3-(trifluoromethyl)-1H-pyrrolo[2,3-b]pyridin-6-yl)amino)-2-fluoro-5-methoxy-N-(1-methylpiperidin-4-yl)benzylamid C(C)NC1=C2C(=NC(=C1)NC1=CC(=C(C[N-]C3CCN(CC3)C)C=C1OC)F)NC=C2C(F)(F)F